methylphosphonic acid 1,1-dimethyl-2-propynyl 2-propenyl ester C(C=C)OP(OC(C#C)(C)C)(=O)C